C(#N)[C@@H](C)C1=C(C(=O)N)C=CC(=C1)C1=NC(=NC=C1C)NC=1C=NN(C1)[C@@H]1CC[C@@H](CC1)OC ((S)-1-cyanoethyl)-4-(2-((1-(cis-4-methoxycyclohexyl)-1H-pyrazol-4-yl)amino)-5-methylpyrimidin-4-yl)benzamide